N-(n-Octadecyl)-acrylamid C(CCCCCCCCCCCCCCCCC)NC(C=C)=O